NCC1CCOC2=CC=CC=C12 4-(aminomethyl)chroman